C(#N)CC(=O)NC1=C(CCC(C1)C)C(=O)OCC ethyl 2-(2-cyanoacetamido)-4-methylcyclohex-1-ene-1-carboxylate